ClC=1C=C2C(=COC(C2=C(C1)F)=O)C(C)C 6-chloro-8-fluoro-4-isopropyl-1H-isochromen-1-one